NCC1(CCN(CC1)C)N(C)C (4-aminomethyl-1-methyl-piperidin-4-yl)-dimethyl-amine